7-chloro-11H-benzo[4,5]imidazo[2,1-a]isoindole ClC=1C=CC2=C(N=C3N2CC2=CC=CC=C32)C1